(3S)-1'-[3-(3,6-dihydro-2H-pyran-4-yl)-5-methyl-1H-pyrazolo[3,4-b]pyrazin-6-yl]-1,3-dihydrospiro[inden-2,4'-piperidin]-3-amine O1CCC(=CC1)C1=NNC2=NC(=C(N=C21)C)N2CCC1(CC2)CC2=CC=CC=C2[C@H]1N